2,7-diaminopyrene-4,5,9,10-tetraone NC1=CC=2C(C(C=3C=C(C=C4C(C(C(=C1)C2C43)=O)=O)N)=O)=O